NC=1C=2N(C3=C(N1)C=NC(=C3)C(=O)N3[C@@H]1[C@H](CCC3)OC3=C1C=C(C(=C3)C(F)(F)F)Cl)C=NC2 (4-aminoimidazo[1,5-a]pyrido[3,4-e]pyrazin-8-yl)((4aS,9bS)-8-chloro-7-(trifluoromethyl)-3,4,4a,9b-tetrahydrobenzofuro[3,2-b]pyridin-1(2H)-yl)methanone